1-(Ethylamino)-4-(2-methylpyridin-3-yl)-6-(trifluoromethyl)-3H-pyrido[1,2-c]pyrimidine C(C)NC1=NCC(=C2N1C=CC(=C2)C(F)(F)F)C=2C(=NC=CC2)C